CCCCCCCCC=CC=CCC 9,11-Tetradecadien